C(=C/C)/P(OC(C)(C)C)(=O)OC(C)(C)C di-tert-butyl cis-propenephosphonate